thiourea, calcium salt [Ca].NC(=S)N